4-(benzyloxy)-8-(6-methyl-1-(tetrahydro-2H-pyran-2-yl)-5-(trifluoromethyl)-1H-indazol-4-yl)-9-methylene-2-(methylthio)-9H-pyrido[4',3':3,4]cyclopenta[1,2-d]pyrimidine C(C1=CC=CC=C1)OC=1C2=C(N=C(N1)SC)C(C1=C2C=CN=C1C1=C2C=NN(C2=CC(=C1C(F)(F)F)C)C1OCCCC1)=C